BrC=1C=CC(=C(C1)N1CCC2(CC2)CC1)N1N=NC(=C1)C1=NC(=NC(=C1)OC)N1CCC(CC1)(F)F 6-(5-bromo-2-(4-(2-(4,4-difluoropiperidin-1-yl)-6-methoxypyrimidin-4-yl)-1H-1,2,3-triazol-1-yl)phenyl)-6-azaspiro[2.5]octane